2-(2-chlorophenyl)-5-(8-((2-methoxyethoxy)methyl)-1,2,3,4-tetrahydronaphthalen-2-yl)-1-methyl-4,5,6,7-tetrahydro-1H-imidazo[4,5-c]pyridine ClC1=C(C=CC=C1)C=1N(C2=C(CN(CC2)C2CC3=C(C=CC=C3CC2)COCCOC)N1)C